CC=1C=C(C(=CC1)C(C)(C)C)O 3-methyl-6-tertbutyl-phenol